C(C=C)(=O)N1[C@H](CN(CC1)C1=NC(=NC2=C(C(=C(C=C12)Cl)C1=C2C=NNC2=CC=C1C)F)N1CC(C1)N(C)C)CC#N 2-((S)-1-acryloyl-4-((S)-6-chloro-2-(3-(dimethylamino)azetidin-1-yl)-8-fluoro-7-(5-methyl-1H-indazol-4-yl)quinazolin-4-yl)piperazin-2-yl)acetonitrile